FC(C1=CC(=C(COC2=CC=CC(=N2)N2C=NN(CC2)CC2=NC3=C(N2C[C@H]2OCC2)C=C(C=C3F)C(=O)O)C=C1)F)(F)F (S)-2-((4-(6-((4-(trifluoromethyl)-2-fluorobenzyl)oxy)pyridin-2-yl)-5,6-dihydro-1,2,4-triazine-1(4H)-yl)methyl)-4-fluoro-1-(oxetan-2-ylmethyl)-1H-benzo[d]imidazole-6-Carboxylic acid